C(#C)C=1C=C(C(=NC1)CNC1CC1)F N-((5-ethynyl-3-fluoropyridin-2-yl)methyl)cyclopropylamine